CC1=C(C(=CC=C1)C)C=1C=C(C=2NC3=CC=C(C=C3C2C1)C1=C(C=CC=C1C)C)C1=CC(=CC=2OC3=C(C21)C=CC=C3)N(C=3C=C(C=CC3)C3=C(C=CC=C3C)C)C=3C=C(C=CC3)C3=C(C=CC=C3C)C 1-(3,6-bis(2,6-dimethylphenyl)-9H-carbazol-1-yl)-N,N-bis(2',6'-dimethyl-[1,1'-biphenyl]-3-yl)dibenzo[b,d]furan-3-amine